BrC=1C=C(C=C(CC2=NC=CC=C2)C1)S 5-bromo-3-mercaptobenzylpyridine